OC=1N=C2N(C(C1)=O)C=CC=C2C 2-hydroxy-9-methyl-4H-pyrido[1,2-a]pyrimidin-4-one